2,2,2-trichloroethyl (pyridin-3-ylmethyl)carbamate N1=CC(=CC=C1)CNC(OCC(Cl)(Cl)Cl)=O